(2s,3S,6R)-2-ethyl-6-((3S,5S,8R,9S,10S,13R,14S,17R)-3-ethyl-3-hydroxy-10,13-dimethylhexadecahydro-1H-cyclopenta[a]phenanthren-17-yl)-3-hydroxyheptanenitrile C(C)[C@@H](C#N)[C@H](CC[C@@H](C)[C@H]1CC[C@H]2[C@@H]3CC[C@H]4C[C@](CC[C@@]4([C@H]3CC[C@]12C)C)(O)CC)O